[O].O([Si](C1=CC=CC=C1)(C1=CC=CC=C1)C(C)(C)C)CC1N(CCOC1)C1C(COCC2C(O2)N2C(COCC2)CO[Si](C2=CC=CC=C2)(C2=CC=CC=C2)C(C)(C)C)O1 3-((tert-butyldiphenylsiloxy)methyl)morpholineglycidylether oxygen